N-(4-((2-(methylthio)-3-(1-(tetrahydro-2H-pyran-4-yl)-1H-pyrazol-4-yl)phenyl)amino)-5-oxo-5,6-dihydro-1,6-naphthyridin-2-yl)cyclopropanecarboxamide trifluoroacetic acid salt FC(C(=O)O)(F)F.CSC1=C(C=CC=C1C=1C=NN(C1)C1CCOCC1)NC1=CC(=NC=2C=CNC(C12)=O)NC(=O)C1CC1